Cl.ClC1=CC(=C(C(=O)NC2=C(C(=CC=C2)[C@]2(NC(N(C(C2)=O)[C@H]2C[C@H](OCC2)C)=N)C)Cl)C=C1)F |o1:22,24| 4-Chloro-N-(2-chloro-3-{(4S)-2-imino-4-methyl-1-[(2R*,4R*)-2-methyltetrahydropyran-4-yl]-6-oxo-hexahydropyrimidin-4-yl}phenyl)-2-fluorobenzamide hydrochloride